FC=1C(=C(C=CC1F)C1CCN(CC1)C(=O)C1=NNC=2CN(CCC21)CC)C(F)(F)F (4-(3,4-difluoro-2-(trifluoromethyl)phenyl)piperidin-1-yl)(6-ethyl-4,5,6,7-tetra-hydro-1H-pyrazolo[3,4-c]pyridin-3-yl)-methanone